(S)-3,3-diphenyl-1-methylpyrrolidone C1(=CC=CC=C1)C1(C(N(CC1)C)=O)C1=CC=CC=C1